bis(2-ethylhexyl)hydrogen phosphate CCCCC(CC)COP(=O)(O)OCC(CC)CCCC